C(C)(C)(C)OC(=O)N1CCC(CC1)N1C(NC=2C1=NC=C(C2)C)=O 4-(6-methyl-2-oxo-1H-imidazo[4,5-b]pyridin-3-yl)piperidine-1-carboxylic acid tert-butyl ester